FC1=C(C=C(C=C1)OC(F)(F)F)C(C#C)O 1-(2-Fluoro-5-(trifluoromethoxy)phenyl)prop-2-yn-1-ol